6-(Cyclopropanecarboxamido)-4-((2-methoxy-3-(1H-1,2,4-triazol-3-yl)phenyl)amino)-N-(methyl-d3)Pyridazine-3-carboxamide C1(CC1)C(=O)NC1=CC(=C(N=N1)C(=O)NC([2H])([2H])[2H])NC1=C(C(=CC=C1)C1=NNC=N1)OC